6-(3-oxa-9-azabicyclo[3.3.1]nonan-7-yl)-N-(2-fluoro-3-methyl-4-((1-methyl-1H-benzo[d]imidazol-5-yl)oxy)phenyl)pyrido[3,2-d]pyrimidin-4-amine C12COCC(CC(C1)C=1C=CC=3N=CN=C(C3N1)NC1=C(C(=C(C=C1)OC1=CC3=C(N(C=N3)C)C=C1)C)F)N2